FC1CN(C1)CCC=1N=C(C(N(C1)[C@H](C(=O)O)CC(C)C)=O)C(C)C (S)-2-(5-(2-(3-fluoroazetidin-1-yl)ethyl)-3-isopropyl-2-oxopyrazin-1(2H)-yl)-4-methylpentanoic acid